5-(4-{[3-(difluoromethyl)-5,8-difluoro-2-oxo-1H-quinolin-7-yl]methyl}piperazin-1-yl)-6-fluoro-N-methylpyridine-2-carboxamide FC(C=1C(NC2=C(C(=CC(=C2C1)F)CN1CCN(CC1)C=1C=CC(=NC1F)C(=O)NC)F)=O)F